C(C)N1C(NC2=CC(=CC=C2C1=O)CN1CC2N(C(C1)C2)C=2C=CC(=NC2)C(=O)NC)=O 5-(3-((3-ethyl-2,4-dioxo-1,2,3,4-tetrahydroquinazolin-7-yl)methyl)-3,6-diazabicyclo[3.1.1]heptan-6-yl)-N-methylpicolinamide